BrC1=C(C=C(C(=C1)Br)OC)NC(=O)N[C@@H](C)C=1N(N=CN1)C1=NC=CC=N1 1-(2,4-dibromo-5-methoxy-phenyl)-3-[(1S)-1-(2-pyrimidin-2-yl-1,2,4-triazol-3-yl)ethyl]urea